N1=C(C=CC2=CC=CC=C12)OC1C(OCC1)=O 3-(quinolin-2-yloxy)dihydrofuran-2(3H)-one